FC1=CC=C(CN2C3(CNC3=O)CCC2C(=O)N)C=C1 5-(4-fluorobenzyl)-1-oxo-2,5-diazaspiro[3.4]octane-6-carboxamide